N-(2,4-dichloro-6-methylbenzyl)-5-fluoro-8-hydroxy-8-((methylamino)methyl)-5,6,7,8-tetrahydroquinoline-5-carboxamide ClC1=C(CNC(=O)C2(C=3C=CC=NC3C(CC2)(CNC)O)F)C(=CC(=C1)Cl)C